6-(5-((1S,5R)-5-(trifluoromethyl)-3-(8-(trifluoromethyl)quinolin-5-yl)-3-azabicyclo[3.1.0]hexane-1-yl)-1,3,4-oxadiazol-2-yl)-2-azaspiro[3.3]heptane-2-carboxylic acid tert-butyl ester C(C)(C)(C)OC(=O)N1CC2(C1)CC(C2)C=2OC(=NN2)[C@@]21CN(C[C@]1(C2)C(F)(F)F)C2=C1C=CC=NC1=C(C=C2)C(F)(F)F